C(C)(=O)O[C@H]1[C@H](O[C@H]([C@@H]([C@H]1OC(C)=O)OC(C)=O)OC1=C(C=C(C=C1)NCCCF)COC1=CC=C(C=C1)[N+](=O)[O-])COC(C)=O (2R,3S,4S,5R,6S)-2-(acetoxymethyl)-6-(4-((3-fluoropropyl)amino)-2-((4-nitrophenoxy)methyl)phenoxy)tetrahydro-2H-pyran-3,4,5-triyl triacetate